[N+](=O)([O-])C1=CC2=C(CCO2)C=C1 6-nitro-2,3-dihydrobenzofuran